ClC=1C=C(C=C(C1)C(F)(F)F)NC=1N(C2=NC(=NC=C2N1)NC1CCCC1)CCC(C)NC(OC(C)(C)C)=O tert-butyl (4-(8-((3-chloro-5-(trifluoromethyl) phenyl)amino)-2-(cyclopentylamino)-9H-purin-9-yl)butan-2-yl)carbamate